ClC1=C(C=C(C=C1)[C@@H]1[C@H](O)[C@@H](O)[C@H](O)[C@H](O1)CO)CC1=CC=C(C=C1)OCC (1R)-1,5-anhydro-1-C-[4-chloro-3-[(4-ethoxyphenyl)methyl]phenyl]-D-glucitol